ClC=1C=C(CN2CC=3C(N(C=4N(C3CC2)C=CN4)CC4=CC=C(C=C4)F)=O)C=CC1 7-(3-chlorobenzyl)-4-(4-fluorobenzyl)-6,7,8,9-tetrahydroimidazo[1,2-a]pyrido[3,4-e]pyrimidin-5(4H)-one